BrC=1C=CC2=C(S(C3=C2C=CC(=C3)C3=CC=CC=2OC4=C(C23)C=CC=C4)(=O)=O)C1 3-bromo-7-dibenzofuran-1-yldibenzothiophene 5,5-dioxide